3-chloro-4-fluoro-5-hydroxybenzonitrile ClC=1C=C(C#N)C=C(C1F)O